9-Octadecen-1-yl 2-propenoate C(C=C)(=O)OCCCCCCCCC=CCCCCCCCC